1'-(2-{4-[methyl(methyl-imino)oxo-λ6-sulfanyl]phenoxy}ethyl)-2-oxo-1,2-dihydrospiro[indole-3,4'-piperidine]-5-carbonitrile CS(C1=CC=C(OCCN2CCC3(CC2)C(NC2=CC=C(C=C23)C#N)=O)C=C1)(=O)=NC